C(C)(C)(C)C1=CC(=C(C(=O)NC2=C(C=CC(=C2)C#N)N2CCC(CC2)OC2=C(C=C(C=C2)F)F)C=C1)OC 4-(tert-butyl)-N-(5-cyano-2-(4-(2,4-difluorophenoxy)piperidin-1-yl)phenyl)-2-methoxybenzamide